CC(C)(C)[S@@](=O)N[C@@H](CC)C1=CC(=CC=C1)OC(F)(F)F (R)-2-methyl-N-((S)-1-(3-(trifluoro-methoxy)phenyl)propyl)propane-2-sulfinamide